1-(2,3-dihydro-2,2-dimethyl-1H-inden-1-yl)-1H-imidazole-5-carboxylic acid methyl ester COC(=O)C1=CN=CN1C1C(CC2=CC=CC=C12)(C)C